C1(=CC=CC2=CC=CC=C12)C=1C=C2C=CC(=C(C2=CC1)C1=C(C=CC2=CC(=CC=C12)C1=CC=CC2=CC=CC=C12)OCCOC1=C(C2=CC=CC=C2C=C1)C1=C(C=CC2=CC=CC=C12)OCCO)OCCOC1=C(C2=CC=CC=C2C=C1)C1=C(C=CC2=CC=CC=C12)OCCO 2,2'-{[6,6'-di(naphthalen-1-yl)[1,1'-binaphthalene]-2,2'-diyl]bis(oxyethane-2,1-diyloxy[1,1'-binaphthalene]-2',2-diyloxy)}di(ethan-1-ol)